(R)-3-(4-(7,7-difluoro-2-(2-(trifluoromethyl)azetidin-1-yl)-6,7-dihydro-5H-cyclopenta[d]pyrimidin-4-yl)-2-methoxyphenyl)oxetan-3-amine FC1(CCC2=C1N=C(N=C2C2=CC(=C(C=C2)C2(COC2)N)OC)N2[C@H](CC2)C(F)(F)F)F